2,5-bis(mercaptomethyl)thiophene SCC=1SC(=CC1)CS